FCC1CN(C1)CCOC1=CC=C(C=C1)[C@H]1N([C@@H](CC2=C1NC1=CC=CC=C21)C)[S@@](=O)C(C)C (1R,3R)-1-(4-(2-(3-(fluoromethyl)azetidin-1-yl)ethoxy)phenyl)-2-((S)-isopropylsulfinyl)-3-methyl-2,3,4,9-tetrahydro-1H-pyrido[3,4-b]indole